C(C)(C)C1N2C(C3=CC(=CC=C3C1)OC)=CC(C(=C2)C(=O)O)=O 6-isopropyl-10-methoxy-2-oxo-6,7-dihydro-2H-pyrido[2,1-a]Isoquinoline-3-carboxylic acid